ethyl 8-hydroxy-5-(2-morpholinoethyl)-6-oxo-pyrido[2,3-b]pyrazine-7-carboxylate OC1=C(C(N(C2=NC=CN=C21)CCN2CCOCC2)=O)C(=O)OCC